COCCN1N=CC(=C1)C1=CN2C(S1)=C(C=N2)C(=O)NC=2C(=NC=C(C2)NC(CN2CCCC2)=O)C 2-(1-(2-methoxyethyl)-1H-pyrazol-4-yl)-N-(2-methyl-5-(2-(pyrrolidin-1-yl)acetamido)pyridin-3-yl)pyrazolo[5,1-b]thiazole-7-carboxamide